4-{[(1r,5s)-3-azabicyclo[3.1.0]hex-1-yl]amino}-6-{4-[(morpholin-4-yl)methyl]phenyl}pyrido[3,2-d]pyrimidine-8-carboxamide [C@@]12(CNC[C@@H]2C1)NC=1C2=C(N=CN1)C(=CC(=N2)C2=CC=C(C=C2)CN2CCOCC2)C(=O)N